Cl.OC1(C(CNCC1)(C)C)CN1C=NC(=CC1=O)C1=CC=CC=C1 3-((4-hydroxy-3,3-dimethylpiperidin-4-yl)methyl)-6-phenylpyrimidin-4(3H)-one hydrochloride